C1(CC1)OC1C2C(N(C(C1)C2)C(=O)[O-])C=O 5-cyclopropoxy-3-formyl-2-azabicyclo[2.2.1]heptane-2-carboxylate